C(C)(C)(C)OC(N(C)C=1N=C(C=2SC(=C3OCCCC1C23)Br)Cl)=O tert-butyl(1-bromo-3-chloro-7,8-dihydro-6H-9-oxa-2-thia-4-azabenzo[cd]azulen-5-yl)(methyl)carbamate